FC(C)C=1C=C2N(C(=NN(C2=O)CC(=O)NC2=NC=NC=C2)C(C)C)C1 2-[7-(1-fluoroethyl)-4-isopropyl-1-oxo-pyrrolo[1,2-d][1,2,4]triazin-2-yl]-N-pyrimidin-4-yl-acetamide